tert-Butyl N-[[5-[[2-(1-adamantyl)acetyl]amino]-1H-benzimidazol-2-yl]methyl]carbamate C12(CC3CC(CC(C1)C3)C2)CC(=O)NC2=CC3=C(NC(=N3)CNC(OC(C)(C)C)=O)C=C2